N1C=2[C@@H](CC1)CNC2 (3aS,6aS)-hexahydropyrrolo[3,4-b]Pyrrole